(R)-4-(3-(4-Aminopyrido[3,2-d]pyrimidin-6-yl)phenyl)-2-(thiazol-2-yl)but-3-yn-2-ol NC=1C2=C(N=CN1)C=CC(=N2)C=2C=C(C=CC2)C#C[C@@](C)(O)C=2SC=CN2